(R)-Ethyl-3-((4-chlorophenyl)amino)-4,4,4-trifluorobutanoate C(C)OC(C[C@H](C(F)(F)F)NC1=CC=C(C=C1)Cl)=O